C(CCC)C1=NC2(C(N1CC1=CC(=C(C=C1)C=1C(=CC=CC1)C(=O)O)COCC)=O)CCCC2 4'-((2-butyl-4-oxo-1,3-diazaspiro[4.4]non-1-en-3-yl)methyl)-2'-(ethoxymethyl)-[1,1'-biphenyl]-2-carboxylic acid